1,5-bis(3-aminophenyl)decafluoropentane NC=1C=C(C=CC1)C(C(C(C(C(C1=CC(=CC=C1)N)(F)F)(F)F)(F)F)(F)F)(F)F